3-((4-(4-methyl-6-(trifluoromethyl)pyridin-3-yl)piperidin-1-yl)sulfonyl)-6,7-dihydro-5H-pyrazolo[5,1-b][1,3]oxazine CC1=C(C=NC(=C1)C(F)(F)F)C1CCN(CC1)S(=O)(=O)C=1C=NN2C1OCCC2